tert-butyl 6-[2-[3-(4-amino-1-tert-butyl-pyrazolo[3,4-d]pyrimidin-3-yl)-5-cyclopropyl-isoxazol-4-yl]pyrimidin-5-yl]hexanoate NC1=C2C(=NC=N1)N(N=C2C2=NOC(=C2C2=NC=C(C=N2)CCCCCC(=O)OC(C)(C)C)C2CC2)C(C)(C)C